BrC1=C(C=C(C=C1)SC(F)(F)F)F 1-bromo-2-fluoro-4-(trifluoromethyl-sulfanyl)benzene